(E)-N-(3-(2-hydroxy-3-((3-(2-methoxyphenyl)allyl)amino)propoxy)phenyl)benzamide OC(COC=1C=C(C=CC1)NC(C1=CC=CC=C1)=O)CNC\C=C\C1=C(C=CC=C1)OC